tert-butyl (4-(2-methoxyethyl)-3-methyl-5-oxo-2,3,4,5-tetrahydrobenzofuro[2,3-f][1,4]oxazepine-3-carbonyl)((s)-1-phenylethyl)carbamate COCCN1C(COC2=C(C1=O)OC1=C2C=CC=C1)(C(=O)N(C(OC(C)(C)C)=O)[C@@H](C)C1=CC=CC=C1)C